6-chloro-N,3,4-trimethylpyridin-2-amine ClC1=CC(=C(C(=N1)NC)C)C